C(CCCCCCCCCCC)NC[C@@]12[C@H](CC[C@H]1[C@@H]1CC=C3C[C@H](CC[C@]3(C)[C@H]1CC2)O)C(C)(C)O alpha-dodecylamino-17beta-(1-hydroxy-1-methyl-ethyl)androsta-5-en-3beta-ol